CC1=CC(=NC(=N1)N1CC2(CCNC2)CCC1)NC=1C=C2C=NNC2=CC1 N-(6-methyl-2-(2,7-diazaspiro[4.5]dec-7-yl)pyrimidin-4-yl)-1H-indazol-5-amine